C(C)C(COC=1C=C(COC(CCCN2CCN(CC2)CCO)=O)C=C(C1)OCCCCCCCCCCCCC)CCCC.BrC1=C(C(=CC(=C1)OC)C#C)C1=CCCC1 1-bromo-2-(cyclopent-1-en-1-yl)-3-ethynyl-5-methoxybenzene 3-((2-Ethylhexyl)oxy)-5-(tridecyloxy)benzyl-4-(4-(2-hydroxyethyl)piperazin-1-yl)butanoate